C(C)NC(=O)NC1=NC2=C(N1)C=CC(=C2)C2=C(C=CC(=C2)CC2=NNC(C1=CC(=CC=C21)F)=O)F 1-Ethyl-3-(5-(2-fluoro-5-((6-fluoro-4-oxo-3,4-dihydrophthalazin-1-yl)methyl)phenyl)-1H-benzimidazol-2-yl)urea